OC(=CC)C=CC 3-hydroxy-2,4-hexadiene